C1(=C(C=CC=C1)NC1=NC=NC=C1C(=O)N)C 4-(2-tolylamino)pyrimidine-5-carboxamide